FC(S(=O)(=O)OC=1CC(N(CC1)CC1=CC=C(C=C1)C)C=1C=NC=CC1)(F)F [1-(p-tolylmethyl)-2-(3-pyridyl)-3,6-dihydro-2H-pyridin-4-yl] trifluoromethanesulfonate